BrC=1C=C2C=CN(C(C2=CC1)=O)C 6-bromo-2-methylisoquinolin-1(2H)-one